2-bromo-5-chloro-pyridin-3-amine BrC1=NC=C(C=C1N)Cl